NC1=C(C=C(C=N1)NC(C(=O)N1[C@H](CN([C@@H](C1)C)C(=O)C1(CC1)C(F)(F)F)C1=CC=C(C=C1)N1CCN(CC1)C)=O)CC N-(6-amino-5-ethylpyridin-3-yl)-2-((2S,5R)-5-methyl-2-(4-(4-methylpiperazin-1-yl)phenyl)-4-(1-(trifluoromethyl)cyclopropanecarbonyl)piperazin-1-yl)-2-oxoacetamide